2-(azidomethyl)-7-methoxy-[1,2,4]triazolo[1,5-c]quinazolin-5-amine N(=[N+]=[N-])CC1=NN2C(=NC=3C(=CC=CC3C2=N1)OC)N